FC=1C=C2C(=C(C(N(C2=CC1)CC(C)(C)O)=O)C(\C=C\C=1C=NC=NC1)=O)C1=CC=CC=C1 6-fluoro-1-(2-hydroxy-2-methylpropyl)-4-phenyl-3-[(2E)-3-(pyrimidin-5-yl)prop-2-enoyl]-1,2-dihydroquinolin-2-one